2-(2,4-dimethylphenyl)-1-methyl-1H-indazole-3(2H)-one CC1=C(C=CC(=C1)C)N1N(C2=CC=CC=C2C1=O)C